ClC1=CC(=NC(=C1)N(C(C)C)CC)NC1=CC(=C(C(=O)O)C=C1)F 4-(4-Chloro-6-(ethyl-(isopropyl)amino)pyridinylamino)-2-fluorobenzoic acid